ClC1=CC=C(C(=N1)C(=O)O)N[C@H](C)C=1C=C(C=C2C(N(C(=NC12)C1=C(C=CC=C1F)F)C)=O)C (R)-6-chloro-3-((1-(2-(2,6-difluorophenyl)-3,6-dimethyl-4-oxo-3,4-dihydroquinazolin-8-yl)ethyl)amino)picolinic acid